FC=1C=C(CN2C(=NC=3C2=NC=CC3)CCC(=O)N[C@@H](C)C3=CC=C(C=C3)N3C[C@H](NCC3)C)C=CC1F 3-[3-(3,4-Difluoro-benzyl)-3H-imidazo[4,5-b]pyridin-2-yl]-N-{(S)-1-[4-((R)-3-methyl-piperazin-1-yl)-phenyl]-ethyl}-propionamide